ethyl 1-(tert-butyl)-5-formyl-3-methyl-1H-pyrazole-4-carboxylate C(C)(C)(C)N1N=C(C(=C1C=O)C(=O)OCC)C